OC1C(SC2=C(NC1=O)C=CC=C2)C2=CC=C(C=C2)OC racemic-2,3-dihydro-3-hydroxy-2-(4-methoxyphenyl)-1,5-benzothiazepin-4(5H)-one